3-fluoro-4-(propan-2-yl)aniline FC=1C=C(N)C=CC1C(C)C